F[C@H]1C[C@H](N2N=C(N=C21)C(=O)O)C2=CC=CC=C2 cis-7-fluoro-5-phenyl-6,7-dihydro-5H-pyrrolo[1,2-b][1,2,4]triazole-2-carboxylic acid